ClC1=C(C=CC(=C1)C(F)(F)F)NC(CN1C=2N(C(C(=C1CC)N1CCNCC1)=O)N=C(N2)C2=CC=C(C=C2)P(=O)(C)C)=O N-(2-chloro-4-(trifluoromethyl)phenyl)-2-(2-(4-(dimethylphosphoryl)phenyl)-5-ethyl-7-oxo-6-(piperazin-1-yl)-[1,2,4]triazolo[1,5-a]pyrimidin-4(7H)-yl)acetamide